6-isooctyloxy-2,4,8,10-tetra-tert-butyl-12H-dibenz[d,g]-1,3,2-dioxaphosphocine C(CCCCC(C)C)OP1OC2=C(CC3=C(O1)C(=CC(=C3)C(C)(C)C)C(C)(C)C)C=C(C=C2C(C)(C)C)C(C)(C)C